FC(C1CCCCC1)(F)F 4-(trifluorometh-yl)cyclohexan